C(C)(=O)N1CCN(CC1)CC(C)N1N=C(C(=C1N)C(=O)N)C1=C2C=CNC2=C(C=C1)CNC(C1=C(C=CC(=C1)F)OC)=O 1-(1-(4-Acetylpiperazin-1-yl)propan-2-yl)-5-amino-3-(7-((5-fluoro-2-methoxybenzamido)methyl)-1H-indol-4-yl)-1H-pyrazole-4-carboxamide